FC(OC1=CC(=C(C=N1)C1=NC=CC(=C1C=O)NC(OC(C)(C)C)=O)OC)F tert-butyl [6'-(difluoromethoxy)-3-formyl-4'-methoxy[2,3'-bipyridin]-4-yl]carbamate